ClC=1SC(=CN1)CN(C(C1=C(C=C(C=C1)C1=NOC(C1)(C(F)(F)F)C1=CC(=C(C(=C1)Cl)F)Cl)C)=O)CCC N-((2-chlorothiazol-5-yl)methyl)-4-(5-(3,5-dichloro-4-fluorophenyl)-5-(trifluoromethyl)-4,5-dihydroisoxazol-3-yl)-2-methyl-N-propylbenzamide